CC=1C(=C(C=C2C(C=3C(=C(C=C(C3C(C12)=O)O)O)O)=O)O)C(=O)O 8-methyl-1,3,4,6-tetrahydroxy-anthraquinone-7-carboxylic acid